N1=C2C(=NC=C1)NC=C2C=2SC=C(N2)C=2C=C(C=C(C2)C)[C@]2(C(N(CC2)C)=O)O (R)-3-(3-(2-(5H-Pyrrolo[2,3-b]pyrazin-7-yl)thiazol-4-yl)-5-methylphenyl)-3-hydroxy-1-methylpyrrolidin-2-one